C(C1=CC=CC=C1)OC=1C=C2CCC(C(C2=CC1)=O)CCCC1=C(C=CC=C1)Br 6-(benzyloxy)-2-(3-(2-bromophenyl)propyl)-3,4-dihydronaphthalen-1(2H)-one